2-(3,4-difluorophenyl)-2,8-diazaspiro[4.5]decane hydrogen chloride salt Cl.FC=1C=C(C=CC1F)N1CC2(CC1)CCNCC2